CN1N=C(N=C1)CO (1-methyl-1H-1,2,4-triazol-3-yl)methanol